3-(4-Bromobenzyl)-N-(3-(diethylamino)propyl)-4-oxo-3,4-dihydroquinazoline-2-carboxamide BrC1=CC=C(CN2C(=NC3=CC=CC=C3C2=O)C(=O)NCCCN(CC)CC)C=C1